COC1=C(C=CC=C1)CC(C)=O 2-methoxyphenylacetone